C(C)(C)(C)OC(=O)N1C(CN(CC1)CC1=CC=CC=C1)CO 1-tert-butoxycarbonyl-2-hydroxymethyl-4-benzylpiperazine